(S)-2-methyl-N-[(1S)-1-{1H-pyrrolo[2,3-b]pyridin-5-yl}ethyl]propane-2-sulfinamide CC(C)(C)[S@](=O)N[C@@H](C)C=1C=C2C(=NC1)NC=C2